C(C)(=O)OCCC(C)(OC)CC 3-ethyl-3-methoxybutyl acetate